O=C1C=2N(CCC1=CC1=C(C=CC=C1)C=1N=CN(C1)C(C1=CC=CC=C1)(C1=CC=CC=C1)C1=CC=CC=C1)N=CC2C#N (R)-4-oxo-5-(2-(1-trityl-1H-imidazol-4-yl)benzylidene)-4,5,6,7-tetrahydropyrazolo[1,5-a]pyridine-3-carbonitrile